1-(4-aminobutyl)Pyridinium bromide [Br-].NCCCC[N+]1=CC=CC=C1